tert-Butyl N-[rac-(1S,2S,4R)-7-[[3-bromo-4-[[rac-(3R)-tetrahydropyran-3-yl]methoxy]phenyl] methyl]-7-azabicyclo[2.2.1]heptan-2-yl]carbamate BrC=1C=C(C=CC1OC[C@H]1COCCC1)CN1[C@@H]2[C@H](C[C@H]1CC2)NC(OC(C)(C)C)=O |r|